2-(4-methylpiperazin-1-yl)ethan-1-amine HCl salt Cl.CN1CCN(CC1)CCN